(3R)-N-{2-cyano-4-fluoro-3-[(4-oxo-3-{2-[1-(piperazin-1-yl)cyclopropyl]pyrimidin-5-yl}quinazolin-6-yl)oxy]phenyl}-3-fluoropyrrolidine-1-sulfonamide C(#N)C1=C(C=CC(=C1OC=1C=C2C(N(C=NC2=CC1)C=1C=NC(=NC1)C1(CC1)N1CCNCC1)=O)F)NS(=O)(=O)N1C[C@@H](CC1)F